(1R,3S)-3-[3-({[5-methoxy-2-(methylsulfonyl)phenyl]acetyl} amino)-1H-pyrazol-5-yl]cyclopentyl(3,3,3-trifluoropropyl)carbamate COC=1C=CC(=C(C1)CC(=O)NC1=NNC(=C1)[C@@H]1C[C@@H](CC1)N(C([O-])=O)CCC(F)(F)F)S(=O)(=O)C